(dibenzofuranyl-Phenyl)(diphenylfluorenyl)(spirobifluorenyl)amine C1(=CC=CC=2OC3=C(C21)C=CC=C3)C3=C(C=CC=C3)N(C=3C2(C1=CC4=CC=CC=C4C1=CC3)C=CC=C3C1=CC=CC=C1C=C32)C3=C(C(=CC=2C1=CC=CC=C1CC32)C3=CC=CC=C3)C3=CC=CC=C3